N,N'-diphenyl-N,N'-bis(α-naphthyl)-benzidine C1(=CC=CC=C1)N(C1=CC=C(C=C1)C1=CC=C(N(C2=CC=CC3=CC=CC=C23)C2=CC=CC=C2)C=C1)C1=CC=CC2=CC=CC=C12